2-(dimethylphosphoryl)-4-(4,4,5,5-tetramethyl-1,3,2-dioxaborolan-2-yl)benzonitrile CP(=O)(C)C1=C(C#N)C=CC(=C1)B1OC(C(O1)(C)C)(C)C